[C@H]12OC[C@H](N(C1)C1=NC=3N(C=C1)N=CC3C(=O)NC=3C(=NN(C3)C3CCNCC3)C(F)F)C2 5-((1R,4R)-2-oxa-5-azabicyclo[2.2.1]hept-5-yl)-N-(3-(difluoromethyl)-1-(piperidine-4-yl)-1H-pyrazol-4-yl)pyrazolo[1,5-a]pyrimidine-3-carboxamide